(2S,5'R)-N'-acetyl-7-chloro-1',4-dimethoxy-5'-methyl-3,3'-dioxo-spiro[benzofuran-2,6'-cyclohexene]-6-carbohydrazide C(C)(=O)NNC(=O)C1=C(C2=C(C([C@@]3([C@@H](CC(C=C3OC)=O)C)O2)=O)C(=C1)OC)Cl